The molecule is a mannosylinositol phosphorylceramide compound having a hexacosanoyl group amide-linked to a C18 sphinganine base, with hydroxylation at C-2 of the C26 very-long-chain fatty acid. It has a role as a Saccharomyces cerevisiae metabolite. It derives from an Ins-1-P-Cer(d18:0/2-OH-26:0). It is a conjugate acid of a Man-1-2-Ins-1-P-Cer(d18:0/2-OH-26:0)(1-). CCCCCCCCCCCCCCCCCCCCCCCCC(C(=O)N[C@@H](COP(=O)(O)O[C@@H]1[C@@H]([C@@H]([C@H]([C@@H]([C@H]1OC2[C@H]([C@H]([C@@H]([C@H](O2)CO)O)O)O)O)O)O)O)[C@@H](CCCCCCCCCCCCCCC)O)O